C(#N)C1=CC(=C(OCC2=CC=CC(=N2)OC2CCN(CC2)CC2=NC3=C(N2CC2COC2)C=C(C=C3)C(=O)O)C=C1)F 2-((4-((6-((4-cyano-2-fluorophenoxy)methyl)pyridin-2-yl)oxy)piperidin-1-yl)methyl)-1-(oxetan-3-ylmethyl)-1H-benzo[d]imidazole-6-carboxylic acid